BrC1=CC=C(C=C1)C1=C(C=2C(C3=C(C(=C(C(=C3C2C(=C1[2H])[2H])[2H])[2H])[2H])[2H])(C)C)[2H] 2-(4-bromophenyl)-9,9-dimethyl-9H-fluorene-1,3,4,5,6,7,8-d7